C1(=CC=CC=C1)[C@@H](CC1=NC2=CC=CC=C2C=C1)NC(C(C)(C)C)=O (R)-N-(1-phenyl-2-(quinolin-2-yl)ethyl)trimethylacetamide